N-(5-bromo-2-(S-methylsulfonimidoyl)phenyl)-N-methylacetamide BrC=1C=CC(=C(C1)N(C(C)=O)C)S(=O)(=N)C